NC(C(S)S)CC 2-aminobutanedithiol